tert-butyl 2-[[2-(2,6-dioxo-3-piperidyl)-1-oxo-isoindolin-4-yl] amino]-7-azaspiro[3.5]nonane-7-carboxylate O=C1NC(CCC1N1C(C2=CC=CC(=C2C1)NC1CC2(C1)CCN(CC2)C(=O)OC(C)(C)C)=O)=O